FC=1C(=C2C(=NC(=NN2C1)NC1CCC(CC1)(O)C)OC)C=1C=C2C=CC=NC2=CC1 (1s,4s)-4-((6-fluoro-4-methoxy-5-(quinolin-6-yl)pyrrolo[2,1-f][1,2,4]triazin-2-yl)amino)-1-methylcyclohexan-1-ol